undecyl-tin chloride C(CCCCCCCCCC)[Sn](Cl)(Cl)Cl